BrC1=NC=C(N=C1C1=CC=CC=C1)N1CCNCC1 2-bromo-3-phenyl-5-(piperazin-1-yl)pyrazine